4-((1R,3R,4R)-3-hydroxy-4-methylcyclohexylamino)-2-((R)-3-methylbutan-2-ylamino)pyrimidine-5-carboxamide O[C@@H]1C[C@@H](CC[C@H]1C)NC1=NC(=NC=C1C(=O)N)N[C@H](C)C(C)C